C(C)(C)(C)C1=CC=C(CCl)C=C1 para-tertiary butyl-benzyl chloride